O1CCC1CCC=O 3-(oxetan-4-yl)propanal